ClC1=CC=C(C=C1)[C@@]1(N(C(C2=CC(=CC(=C12)F)C(C)(C)O)=O)CC1=NC=C(C=C1)Cl)OCC1(CC1)OCCO (3R)-3-(4-Chlorophenyl)-2-[(5-chloropyridin-2-yl)methyl]-4-fluoro-3-{[1-(2-hydroxyethoxy)cyclopropyl]methoxy}-6-(2-hydroxypropan-2-yl)-2,3-dihydro-1H-isoindol-1-on